CN1C(=C(C(C=C1C)=O)O)C(NC(C)=S)C=1SC=CN1 1,6-dimethyl-2-((2-thiazolyl)-thioacetamidomethyl)-3-hydroxy-4-pyridone